2,4,6,8-tetranitro-2,4,6,8-tetraazanonane-1,9-diyl diacetate C(C)(=O)OCN(CN(CN(CN(COC(C)=O)[N+](=O)[O-])[N+](=O)[O-])[N+](=O)[O-])[N+](=O)[O-]